CN(C=1C(=NN(C(C1)=O)CC(=O)NC=1C=CC=2N(C1)C=NN2)C(C)C)C 2-[4-(dimethylamino)-3-isopropyl-6-oxo-pyridazin-1-yl]-N-([1,2,4]triazolo[4,3-a]pyridin-6-yl)acetamide